5-(benzyloxy)-1-methyl-1H-imidazole-4-carboxylic acid C(C1=CC=CC=C1)OC1=C(N=CN1C)C(=O)O